methyl 4-chloro-6-methylnicotinate ClC1=CC(=NC=C1C(=O)OC)C